C(#N)C1=CC=C(O1)C(=O)O 5-cyano-2-furoic acid